3-(5-nitro-1-(tetrahydro-2H-pyran-2-yl)-1H-indazol-3-yl)oxazol-2(3H)-one [N+](=O)([O-])C=1C=C2C(=NN(C2=CC1)C1OCCCC1)N1C(OC=C1)=O